4-{6-[(1-cyclopentyl-1H-pyrazolo[4,3-c]pyridin-6-yl)amino]-2-(pyrrolidin-1-yl)pyrimidin-4-yl}-N-(2-methoxyethyl)piperazine-1-carboxamide C1(CCCC1)N1N=CC=2C=NC(=CC21)NC2=CC(=NC(=N2)N2CCCC2)N2CCN(CC2)C(=O)NCCOC